tert-butyl rac-(1S,5R)-7-(2-aminothiazol-5-yl)-9-oxa-3-azabicyclo[3.3.1]nonane-3-carboxylate NC=1SC(=CN1)C1C[C@@H]2CN(C[C@H](C1)O2)C(=O)OC(C)(C)C |r|